4-((4-(9-((2-(2,6-dioxopiperidin-3-yl)-1-oxoisoindolin-4-yl)amino)-9-oxononanoyl)piperazin-1-yl)methyl)-N-(4-methyl-3-((4-(pyridin-3-yl)pyrimidin-2-yl)amino)phenyl)benzamide O=C1NC(CCC1N1C(C2=CC=CC(=C2C1)NC(CCCCCCCC(=O)N1CCN(CC1)CC1=CC=C(C(=O)NC2=CC(=C(C=C2)C)NC2=NC=CC(=N2)C=2C=NC=CC2)C=C1)=O)=O)=O